methyl-Propanoic acid CC(C(=O)O)C